C(=O)C1CCC2(C1)CCN(CC2)C(=O)OC(C)(C)C tert-butyl 3-formyl-8-azaspiro[4.5]decane-8-carboxylate